(S)-2,2,5,5-Tetramethyl-[1,3]dioxane-4-carboxylic acid [(S)-2-(2,4,5-trifluoro-benzoylamino)-propyl]-amide FC1=C(C(=O)N[C@H](CNC(=O)[C@H]2OC(OCC2(C)C)(C)C)C)C=C(C(=C1)F)F